C(C)(C)(C)OC(=O)N[C@H](CSCC1=CC=C(C=C1)C(=O)OC)C(=O)O N-(tert-butoxycarbonyl)-S-(4-(methoxycarbonyl)benzyl)-D-cysteine